N-((3S,4R)-4-((6-(2,6-dichloro-3,5-dimethoxyphenyl)-8-(((tetrahydrofuran-2-yl)methyl)amino)pyrido[3,4-d]pyrimidin-2-yl)amino)-1-(2-(dimethylamino)ethyl)pyrrolidin-3-yl)acrylamide ClC1=C(C(=C(C=C1OC)OC)Cl)C1=CC2=C(N=C(N=C2)N[C@H]2[C@H](CN(C2)CCN(C)C)NC(C=C)=O)C(=N1)NCC1OCCC1